3,5-Dimethyl-isoxazole-4-carboxylic acid {1-methyl-1-[5-(1-methyl-2-oxo-1,2,3,4-tetrahydro-quinolin-6-yl)-pyridin-3-yl]-ethyl}-amide CC(C)(C=1C=NC=C(C1)C=1C=C2CCC(N(C2=CC1)C)=O)NC(=O)C=1C(=NOC1C)C